2-amino-N-cyclopropyl-5-(4-(2-(3,5-difluorophenyl)-2-hydroxyacetamido)-2-methylphenyl)nicotinamide tert-butyl-(3R,4R)-3-(hexylcarbamoyl)-4-hydroxypyrrolidine-1-carboxylate C(C)(C)(C)OC(=O)N1C[C@H]([C@H](C1)O)C(NCCCCCC)=O.NC1=C(C(=O)NC2CC2)C=C(C=N1)C1=C(C=C(C=C1)NC(C(O)C1=CC(=CC(=C1)F)F)=O)C